3-(4,5-dimethylthiazol-2-yl)-5-(3-carboxymethoxyphenyl)-2-(4-sulfophenyl)-2h-tetrazolium CC1=C(SC(=N1)[N+]2=NC(=NN2C3=CC=C(C=C3)S(=O)(=O)[O-])C4=CC(=CC=C4)OCC(=O)O)C